N-(5-cyclopropyl-1H-pyrazol-3-yl)formamide C1(CC1)C1=CC(=NN1)NC=O